2,4-dihydroxybiphenyl-dicarboxylic acid OC1(C(=CC=C(C1C(=O)O)O)C1=CC=CC=C1)C(=O)O